C(CCCCC)C1(CCC(CC1)CCCC)CCCCCC di(n-hexyl)(n-butyl)cyclohexane